3-(Bicyclo[1.1.1]pentan-1-yl)-1-(((trans)-2-(difluoromethyl)cyclopropyl)methyl)-N-(2-(S-methylsulfonimidoyl)pyridin-4-yl)-4-(trifluoromethyl)-1H-pyrazole-5-carboxamide C12(CC(C1)C2)C2=NN(C(=C2C(F)(F)F)C(=O)NC2=CC(=NC=C2)S(=O)(=N)C)C[C@H]2[C@@H](C2)C(F)F